N,N'-bis[2-(1H-imidazol-4-yl)ethyl]propanediamide oxalate C(C(=O)O)(=O)O.N1C=NC(=C1)CCNC(CC(=O)NCCC=1N=CNC1)=O